acetic acid [(2R,3R,4R)-4,5-diacetoxy-2-[2-(butylamino)-2-oxo-ethyl]-tetrahydrofuran-3-yl] ester C(C)(=O)O[C@@H]1[C@@H]([C@H](OC1OC(C)=O)CC(=O)NCCCC)OC(C)=O